6-(6-(4,4-difluoropiperidine-1-carbonyl)naphthalen-1-yl)phthalazin-1(2H)-one FC1(CCN(CC1)C(=O)C=1C=C2C=CC=C(C2=CC1)C=1C=C2C=NNC(C2=CC1)=O)F